FC1=C(C=C(CC2=NNC(C3=CC=CC=C23)=O)C=C1)C(=O)N1CCNCC1 4-(4-fluoro-3-(piperazine-1-carbonyl)benzyl)phthalazine-1(2H)-one